(S)-4-(1-(1-([1,1'-biphenyl]-4-ylmethyl)-5-phenyl-1H-indole-7-carboxamido)ethyl)benzoic acid C1(=CC=C(C=C1)CN1C=CC2=CC(=CC(=C12)C(=O)N[C@@H](C)C1=CC=C(C(=O)O)C=C1)C1=CC=CC=C1)C1=CC=CC=C1